cyclohexadecane-1,9-diene C1=CCCCCCCC=CCCCCCC1